CC1=C(C=C(C(=O)NCC2=NC=C3C=CC(=NC3=C2)C2=CC=CC(=N2)N2C(C3(CCN3C(=O)OC(C)(C)C)CC2)=O)C=C1)S(=O)(=O)C tert-butyl 6-(6-(7-((4-methyl-3-(methylsulfonyl)benzamido)methyl)-1,6-naphthyridin-2-yl)pyridin-2-yl)-5-oxo-1,6-diazaspiro[3.4]octane-1-carboxylate